Methyl (2S)-2-amino-4-[6-[(2-chloro-3-cyano-4-pyridyl)amino]-3-methyl-2-oxo-benzimidazol-1-yl]butanoate N[C@H](C(=O)OC)CCN1C(N(C2=C1C=C(C=C2)NC2=C(C(=NC=C2)Cl)C#N)C)=O